CN1C(=NN=C1C1=CC=NC=C1)CNC=1C=C(C(=O)NCC2=C(C=CC=C2)C(F)(F)F)C=CC1 3-({[4-Methyl-5-(Pyridin-4-Yl)-4h-1,2,4-Triazol-3-Yl]methyl}amino)-N-[2-(Trifluoromethyl)benzyl]benzamide